NC1=CC(=NC=N1)NCCC(C)O 4-(6-Amino-pyrimidin-4-ylamino)-butan-2-ol